FC1=CC=C(C=C1)N1N=C(C=C1)OC(C)N 1-(4-fluorophenyl-1H-pyrazole-3-oxy)ethylamine